tert-butyl (S)-2-(cyanomethyl)-4-(5-(8-fluoronaphthalen-1-yl)-8-(((S)-1-methylpyrrolidin-2-yl)methoxy)-3,4-dihydro-2H-pyrano[2,3-f]quinazolin-10-yl)piperazine-1-carboxylate C(#N)C[C@@H]1N(CCN(C1)C1=NC(=NC2=CC(=C3C(=C12)OCCC3)C3=CC=CC1=CC=CC(=C31)F)OC[C@H]3N(CCC3)C)C(=O)OC(C)(C)C